3-((4,4-difluoropiperidin-1-yl)methyl)-5-(4,4-difluoropiperidin-3-yl)pyridin-2(1H)-one FC1(CCN(CC1)CC=1C(NC=C(C1)C1CNCCC1(F)F)=O)F